ClC1=C(C=CC=C1Cl)N1N(C(=C(C1=O)C1=C(C(=O)N)C=CC(=C1)OC(F)F)C1=C(C=C(C=C1F)OC)F)C [2-(2,3-dichlorophenyl)-5-(2,6-difluoro-4-methoxyphenyl)-1-methyl-3-oxo-2,3-dihydro-1H-pyrazol-4-yl]-4-(difluoromethoxy)benzamide